ClCC=1C=C(C=CC1)NC(CC1=CC=C(C=C1)Br)=O N-(3-(chloromethyl)phenyl)-2-(4-bromophenyl)acetamide